CN(C1CN(CC1)CC1C(NC2=C(O1)C=CC=C2)=O)C ((3-(dimethylamino)pyrrolidin-1-yl)methyl)-2H-benzo[b][1,4]oxazin-3(4H)-one